(S)-1-(1-(7,8-difluoro-1-oxo-1,2-dihydroisoquinolin-4-yl)ethyl)-3-(3-chlorophenyl)-1-methylurea FC1=CC=C2C(=CNC(C2=C1F)=O)[C@H](C)N(C(=O)NC1=CC(=CC=C1)Cl)C